(S)-3-(4-((1-(5-(3,5-difluorophenyl)-4,5-dihydro-1H-pyrazole-1-carbonyl)azetidin-3-yl)oxy)-5-fluoropyridin-2-yl)-N-(3-hydroxycyclobutyl)-1,4-dimethyl-1H-pyrazole-5-carboxamide FC=1C=C(C=C(C1)F)[C@@H]1CC=NN1C(=O)N1CC(C1)OC1=CC(=NC=C1F)C1=NN(C(=C1C)C(=O)NC1CC(C1)O)C